Butyl 3-(aminomethyl)-3-(((benzyloxy)carbonyl)amino)azetidine-1-carboxylate NCC1(CN(C1)C(=O)OCCCC)NC(=O)OCC1=CC=CC=C1